COC(=O)C1=CC=C(OP(C2=CC=CC=C2)(OC2=CC=C(C=C2)C(=O)OC)=O)C=C1 Bis(4-methyloxy-carbonylphenoxy)phenylphosphin oxid